(R)-3-(3-((6-chloropyridazin-3-yl)amino)pyrrolidine-1-carbonyl)-4-fluorobenzaldehyde ClC1=CC=C(N=N1)N[C@H]1CN(CC1)C(=O)C=1C=C(C=O)C=CC1F